BrC1=CN=C(S1)N(C)C1=NC(=NC2=CC(=CC=C12)Cl)NN 5-bromo-N-(7-chloro-2-hydrazineylquinazolin-4-yl)-N-methylthiazol-2-amine